3-(2-(1,4-oxazolidin-4-yl)-2-oxoethyl)-7-hydroxy-6-methoxy-4-methyl-2H-chromen-2-one O1CCN(C1)C(CC=1C(OC2=CC(=C(C=C2C1C)OC)O)=O)=O